FC(OC1=CC=2N=CN=C(C2N=C1NCC1=CC=C(C=C1)OC)C=1C(=NN(C1)C)C1=C(C=CC=C1)F)F 7-(difluoromethoxy)-4-[3-(2-fluorophenyl)-1-methyl-1H-pyrazol-4-yl]-N-[(4-methoxyphenyl)methyl]pyrido[3,2-d]pyrimidin-6-amine